3-(2-(pyridin-2-yl)phenyl)-5-methyl-pyrazol-4-ol N1=C(C=CC=C1)C1=C(C=CC=C1)C1=NNC(=C1O)C